2-[4-((2-hydroxy-3-dodecyloxy-propyl)oxy)-2-hydroxyphenyl]-4,6-bis(2,4-dimethylphenyl)-1,3,5-triazine OC(COC1=CC(=C(C=C1)C1=NC(=NC(=N1)C1=C(C=C(C=C1)C)C)C1=C(C=C(C=C1)C)C)O)COCCCCCCCCCCCC